C(C1=CC=CC=C1)N1CC(OCCC1)CN1CCC(CC1)C1=C(N)C=CC=C1 2-{1-[(4-benzyl-1,4-oxazepan-2-yl)methyl]piperidin-4-yl}aniline